[O-]CCCC.[O-]CCCC.[O-]CC.[Al+3] aluminum ethoxide dibutoxide